2-bromo-6-(4-(tert-Butoxycarbonyl)piperazin-1-yl)-7-methyl-5-oxo-5,7,8,9-tetrahydropyrrolo[1,2-c][1,2,4]triazolo[1,5-a]pyrimidine-9-carboxylic acid BrC1=NN2C(N3C(=C(C2=O)N2CCN(CC2)C(=O)OC(C)(C)C)C(CC3C(=O)O)C)=N1